C1(CC1)S(=O)(=O)N[C@@H]1CC[C@H](OC1)CN1CCC2(CN(C2)C=2N=CN=NC2OC2=C(C(=O)N(C(C)C)C(C)C)C=C(C=C2)F)CC1 ((5-(7-(((2S,5R)-5-(cyclopropanesulfonylamino)tetrahydro-2H-pyran-2-yl)methyl)-2,7-diazaspiro[3.5]non-2-yl)-1,2,4-triazin-6-yl)oxy)-5-fluoro-N,N-diisopropylbenzamide